4-(4-chlorobenzyl)-3-(3-chlorophenyl)-1-isopropylpiperazine-2,5-dione ClC1=CC=C(CN2C(C(N(CC2=O)C(C)C)=O)C2=CC(=CC=C2)Cl)C=C1